C(C)(C)(C)OC(C[C@@H](C(=O)N[C@@H](CCC(=O)OC(C)(C)C)C(NC1=CC=CC=C1)=O)NC([C@H](CC1=CC=CC2=CC=CC=C12)NC(=O)C=1NC2=CC=C(C=C2C1)Cl)=O)=O tert-Butyl (S)-4-((S)-4-(tert-butoxy)-2-((S)-2-(5-chloro-1H-indole-2-carboxamido)-3-(naphthalen-1-yl)propanamido)-4-oxobutanamido)-5-oxo-5-(phenylamino)pentanoate